6-{2-[(tert-butyldiphenylsilyl)oxy]-1-chloroethyl}-4-(trifluoromethyl)-2,3-dihydroisoindol-1-one [Si](C1=CC=CC=C1)(C1=CC=CC=C1)(C(C)(C)C)OCC(Cl)C1=CC(=C2CNC(C2=C1)=O)C(F)(F)F